NC=1C=2N(C=CN1)C(=NC2C)[C@@H](C)C=2C(=C(C(=O)NC[C@H]1COCC1)C(=C(C2)Cl)F)OC(C)C 3-((S)-1-(8-amino-1-methylimidazo[1,5-a]pyrazin-3-yl)ethyl)-5-chloro-6-fluoro-2-isopropoxy-N-(((S)-tetrahydrofuran-3-yl)methyl)benzamide